[Cl-].[Cl-].NC1=CC=C(C=C1)N1C=CC(C=C1)=C1C=CN(C=C1)C1=CC=C(C=C1)N 1,1'-bis(4-aminophenyl)-4,4'-bipyridyl dichloride